2-[3-(Dibenzylamino)-2-fluoro-1,1-dimethyl-propoxy]ethanol C(C1=CC=CC=C1)N(CC(C(OCCO)(C)C)F)CC1=CC=CC=C1